(S)-3-(3-fluoro-4-methoxyphenyl)-3-(3-methyl-3-(4-(5,6,7,8-tetrahydro-1,8-naphthyridin-2-yl)butyl)azetidin-1-yl)propionic acid FC=1C=C(C=CC1OC)[C@H](CC(=O)O)N1CC(C1)(CCCCC1=NC=2NCCCC2C=C1)C